OC[C@@H]1C=C[C@@H](O1)N1C(NC(C(=C1)I)=O)=O 1-((2R,5S)-5-(hydroxymethyl)-2,5-dihydrofuran-2-yl)-5-iodopyrimidine-2,4(1H,3H)-dione